5-(Hydroxy(phenyl)methyl)-N-(5-(methylthio)-1,3,4-thiadiazol-2-yl)benzo[c]isoxazole-3-carboxamide OC(C1=CC=2C(=NOC2C(=O)NC=2SC(=NN2)SC)C=C1)C1=CC=CC=C1